(4-(2-(3,4-dihydroxy-5-methoxyphenyl)-1-(tetrahydrofuran-3-yl)-1H-benzo[d]imidazol-6-yl)piperazin-1-yl)(phenyl)methanone OC=1C=C(C=C(C1O)OC)C1=NC2=C(N1C1COCC1)C=C(C=C2)N2CCN(CC2)C(=O)C2=CC=CC=C2